tert-butyl rel-(4aS,7R,7aS)-7-hydroxy-octahydrocyclopenta[b][1,4]oxazine-4-carboxylate O[C@@H]1CC[C@H]2[C@@H]1OCCN2C(=O)OC(C)(C)C |o1:1,4,5|